C[C@@H]1CN(C[C@@H]1C)C(=O)OC(C)(C)C tert-butyl cis-3,4-dimethylpyrrolidine-1-carboxylate